(S)-N-methyl-1-(5-(oxazol-4-yl)isochroman-1-yl)methanamine HCl salt Cl.CNC[C@H]1OCCC2=C(C=CC=C12)C=1N=COC1